C(C)(C)(C)OC(=O)N1[C@@H](CCCC1)C=1N(C(=C(N1)C1=CC=C(C=C1)C(NC1=NC=CC(=C1)F)=O)C(N)=O)N (S)-2-(1-amino-5-carbamoyl-4-(4-((4-fluoropyridin-2-yl)carbamoyl)phenyl)-1H-imidazol-2-yl)piperidine-1-carboxylic acid tert-butyl ester